methacryloyl oxide C(C(=C)C)(=O)OC(C(=C)C)=O